(4-(cyclohexyloxy)phenyl)methylamine C1(CCCCC1)OC1=CC=C(C=C1)CN